5-(1-Methyl-1H-imidazol-4-yl)-N-(4-(trifluoromethyl)phenyl)-1,2,3,4-tetrahydroisoquinolin-6-amine dihydrochloride Cl.Cl.CN1C=NC(=C1)C1=C2CCNCC2=CC=C1NC1=CC=C(C=C1)C(F)(F)F